rac-(2R,3S,4S,5R)-3-(3,4-difluoro-2-(methylsulfanyl)phenyl)-4,5-dimethyl-5-(trifluoromethyl)tetrahydrofuran-2-carboxylic acid FC=1C(=C(C=CC1F)[C@H]1[C@@H](O[C@]([C@H]1C)(C(F)(F)F)C)C(=O)O)SC |r|